isolysergol OC[C@@H]1CN(C)[C@@H]2CC3=CNC4=CC=CC(C2=C1)=C34